FC1=C(C=CC=C1)P(OCCC)([O-])=O ethylmethyl (2-fluorophenyl)phosphonate